5-(2-(difluoromethoxy)-6-fluorophenyl)-1-((2-(trimethylsilyl)ethoxy)methyl)-1H-indazole-6-carbonitrile FC(OC1=C(C(=CC=C1)F)C=1C=C2C=NN(C2=CC1C#N)COCC[Si](C)(C)C)F